CN1N=CC(=C1)C(=O)NN1CC(CCC1)NC(OC(C)(C)C)=O tert-Butyl (1-(1-methyl-1H-pyrazole-4-carboxamido)piperidin-3-yl)carbamate